COC(C1=C(C(=CC=C1)C)C1=CC(N(C(=C1)C)CC1=CC=CC=C1)=O)=O 2-(1-benzyl-6-methyl-2-oxo-1,2-dihydropyridin-4-yl)-3-methylbenzoic acid methyl ester